C(C)(=O)NC1=CC2=C(C=N1)C(=CN2)C2CC1(CN(C1)C)C2 6-Acetylamino-3-(2-methyl-2-azaspiro[3.3]heptan-6-yl)-1H-pyrrolo[3,2-c]pyridine